N[C@@H]1[C@H](CC(C2=CC=CC=C12)(C)C)O (1s,2s)-1-amino-4,4-dimethyl-1,2,3,4-tetrahydronaphthalen-2-ol